5-phenyl-4-(2-phenylhydrazino)-2,4-dihydro-3H-pyrazol-3-one C1(=CC=CC=C1)C=1C(C(NN1)=O)NNC1=CC=CC=C1